3-(trimethylsilyl)propyl bromide C[Si](CCCBr)(C)C